(3S,4R)-4-((5-chloro-4-(4-fluoro-1-isopropyl-2-((R)-pyrrolidin-3-yl)-1H-benzo[d]imidazol-6-yl)pyrimidin-2-yl)amino)tetrahydro-2H-pyran-3-ol HCl salt Cl.ClC=1C(=NC(=NC1)N[C@H]1[C@@H](COCC1)O)C=1C=C(C2=C(N(C(=N2)[C@H]2CNCC2)C(C)C)C1)F